C1=C(C=CC2=CC=CC=C12)COC1=CC=C(C=O)C=C1 4-(naphthalen-2-ylmethoxy)benzaldehyde